C(=O)(O)COC(C1=CC(OC)=C(O)C=C1)=O.C(C)(C)(C)C1CCN(CC1)C(=O)NC=1C=C(C(=NC1)C=1C=NC(=CC1)OCC)C=1N=NN(N1)C(C1=CC=CC=C1)(C1=CC=CC=C1)C1=CC=CC=C1 4-(tert-butyl)-N-(6'-ethoxy-3-(2-trityl-2H-tetrazol-5-yl)-[2,3'-bipyridyl]-5-yl)piperidine-1-carboxamide carboxymethyl-vanillate